[NH4+].N1(CCCC1)C(=S)[S-] pyrrolidinecarbodithioic acid ammonium salt